C(C)(C)N1N=C(C(=C1C)C1=NC=2C(=NC=CC2C=2C=CC3=C(CCCCC3NC(=O)C3=NOC(=N3)C(C)(C)C)C2)N1)C 5-tert-Butyl-[1,2,4]oxadiazole-3-carboxylic acid {2-[2-(1-isopropyl-3,5-dimethyl-1H-pyrazol-4-yl)-3H-imidazo[4,5-b]pyridin-7-yl]-6,7,8,9-tetrahydro-5H-benzocyclohepten-5-yl}-amide